(6-(1-(4-((tert-butyldiphenylsilyl)oxy)-3-methyltetrahydrofuran-3-yl)piperidin-4-yl)-7-chloroisoquinolin-3-yl)-2-(4,4,5,5-tetramethyl-1,3,2-dioxaborolan-2-yl)cyclopropane-1-carboxamide [Si](C1=CC=CC=C1)(C1=CC=CC=C1)(C(C)(C)C)OC1C(COC1)(C)N1CCC(CC1)C=1C=C2C=C(N=CC2=CC1Cl)C1(C(C1)B1OC(C(O1)(C)C)(C)C)C(=O)N